C12(CC3CC(CC(C1)C3)C2)COC=2N=C(C3=C(N2)C(=C(N=C3)C3=CC(=CC2=CC=C(C(=C32)C#C)F)O)F)N3C[C@H]2CC[C@@H](C3)N2 4-(2-(((3r,5r,7r)-adamantan-1-yl)methoxy)-4-((1r,5s)-3,8-diazabicyclo[3.2.1]oct-3-yl)-8-fluoropyrido[4,3-d]pyrimidin-7-yl)-5-ethynyl-6-fluoronaphthalen-2-ol